OC[C@@H]1N(CC1)C(CC1=CC=C(C=C1)NC(=O)NCC1=CC=C(C=C1)F)=O N-(4-{2-[(2R)-2-(hydroxymethyl)azetidinyl]-2-oxoethyl}phenyl){[(4-fluorophenyl)methyl]amino}carboxamide